N1=NN(C2=NC=CC=C21)C2=CC=C(C(=O)N)C=C2 4-(triazolo[4,5-b]pyridin-3-yl)benzamide